(R)-methyl 2-(4-(1-(2,6-bis(benzyloxy)pyridin-3-yl)-3-methyl-2-oxo-2,3-dihydro-1H-benzo[d]imidazol-5-yl)-2-methyl-5,6-dihydropyridin-1(2H)-yl)acetate C(C1=CC=CC=C1)OC1=NC(=CC=C1N1C(N(C2=C1C=CC(=C2)C2=C[C@H](N(CC2)CC(=O)OC)C)C)=O)OCC2=CC=CC=C2